NC([C@@H](CO)NC(=O)C=1C(N(N=C(C1)C1=CC=C(C=C1)Cl)C=1C=NN(C1)C)=O)=O N-[(2R)-1-Amino-3-hydroxy-1-oxopropan-2-yl]-6-(4-chlorophenyl)-2-(1-methyl-1H-pyrazol-4-yl)-3-oxo-2,3-dihydropyridazine-4-carboxamide